2-[1-[5-chloro-2-[5-(morpholine-4-carbonyl)-2-pyridinyl]-1,2,4-triazol-3-yl]ethyl]isoindoline-1,3-dione ClC=1N=C(N(N1)C1=NC=C(C=C1)C(=O)N1CCOCC1)C(C)N1C(C2=CC=CC=C2C1=O)=O